tert-Butyl ethyl(3-mercaptopropyl)carbamate C(C)N(C(OC(C)(C)C)=O)CCCS